FC=1C(=NC=CC1CC=1C=CC=C(C(=O)N)C1)N(S(N)(=O)=O)CC1COC1 5-[[3-fluoro-2-(oxetan-3-ylmethyl-sulfamoylamino)pyridin-4-yl]methyl]benzamide